C(#N)[C@@]1(N(CCC1)C(=O)C1=CC(=C2N1CCC1=CC(=C(C=C21)C(=O)NC=2C(NC=CC2)=O)OC)CC(F)(F)F)C 3-[(2R)-2-cyano-2-methyl-pyrrolidine-1-carbonyl]-8-methoxy-N-(2-oxo-1H-pyridin-3-yl)-1-(2,2,2-trifluoroethyl)-5,6-dihydropyrrolo[2,1-a]isoquinoline-9-carboxamide